C(C)(C)(C)OC(=O)NC=1C=CN(C1)C 4-((tert-butoxycarbonyl)amino)-1-methyl-1H-pyrrole